1-((1H-benzo[d][1,2,3]triazol-1-yl)oxy)-3-(((tert-butyldimethylsilyl)oxy)methyl)-7-chloro-2,6-naphthyridine N1(N=NC2=C1C=CC=C2)OC2=NC(=CC1=CN=C(C=C21)Cl)CO[Si](C)(C)C(C)(C)C